(E)-Proline N1[C@@H](CCC1)C(=O)O